CC1(CN(C2=CC=C(C=C12)C)C(C)=O)CC1CCCCC1 1-(3,5-dimethyl-3-(cyclohexylmethyl)indolin-1-yl)-1-ethanone